2-Chloro-N-[1-(2,6-dimethylpyridin-4-yl)-1H-indazol-4-yl]-5-{[(3-hydroxy-2,2-dimethylpropanoyl)amino]methyl}benzamide ClC1=C(C(=O)NC2=C3C=NN(C3=CC=C2)C2=CC(=NC(=C2)C)C)C=C(C=C1)CNC(C(CO)(C)C)=O